BrC1=C(CNC(C(OC)OC)C)C=CC=C1 N-(2-bromobenzyl)-1,1-dimethoxyprop-2-ylamine